racemic-tert-butyl 4-(((3R*,4R*)-3-(4-(methoxycarbonyl)phenyl)piperidin-4-yl)oxy)-5,7-dimethyl-1H-indole-1-carboxylate COC(=O)C1=CC=C(C=C1)[C@@H]1CNCC[C@H]1OC1=C2C=CN(C2=C(C=C1C)C)C(=O)OC(C)(C)C |r|